sodium (7-oxo-3-[3-[(1-tert-butoxycarbonyl-4-piperidyl)carbamoyl]pyrazol-1-yl]-1,6-diazabicyclo[3.2.1]oct-3-en-6-yl) sulfate S(=O)(=O)(ON1C2C=C(CN(C1=O)C2)N2N=C(C=C2)C(NC2CCN(CC2)C(=O)OC(C)(C)C)=O)[O-].[Na+]